6-(7-(Cyclopropanecarbonyl)-1-((trifluoromethyl)sulfonyl)-1,5,6,7,8,9-hexahydroimidazo[4',5':4,5]Benzo[1,2-d]azepin-2-yl)-4-(4-methoxybenzyl)-5-oxo-4,5-dihydrothiophene C1(CC1)C(=O)N1CCC2=C(CC1)C=C1C(=C2)N(C(=N1)C1=CC(=CC=C1CC1C=CSC1=O)OC)S(=O)(=O)C(F)(F)F